3-cyclopropyl-N-(2-methyl-1,2,3,4-tetra-hydroisoquinolin-8-yl)pyridine-2-sulfonamide C1(CC1)C=1C(=NC=CC1)S(=O)(=O)NC=1C=CC=C2CCN(CC12)C